ClC1=CC(=C(C=C1)NC1=CC(=NC=C1C(=O)NOC)NC1=NC=C(C=C1)F)N(S(=O)(=O)C)C 4-((4-chloro-2-(N-Methylmethylsulfonamido)phenyl)amino)-6-((5-fluoropyridin-2-yl)amino)-N-methoxynicotinamide